N-(2-phenyl-1-hydroxy-1-ethyl)hydroxylamine C1(=CC=CC=C1)CC(O)NO